NC1=CC=C(C=C1)C=1N=NN(C1)CC(=O)N[C@H](C(=O)N(C)C1=CC=C(C=C1)OC)CC1=CC=CC=C1 (S)-2-(2-(4-(4-aminophenyl)-1H-1,2,3-triazol-1-yl)acetamido)-N-(4-methoxyphenyl)-N-methyl-3-phenylpropionamide